BrCC(=O)N1CCN(CC1)S(=O)(=O)C=1C(=NOC1C)C 2-bromo-1-(4-((3,5-dimethylisoxazol-4-yl)sulfonyl)piperazin-1-yl)ethan-1-one